COC1=C(C=CC(=C1)OCCCN1C[C@H](CCC1)C)N1C(=NC2=CC=C(C=C2C1=O)S(F)(F)(F)(F)F)C (S)-3-(2-methoxy-4-(3-(3-methylpiperidin-1-yl)propoxy)phenyl)-2-methyl-6-(pentafluorosulfanyl)quinazolin-4(3H)-one